C(C)(=O)OC[C@H]1O[C@H](CCC1)OC1=CC=C(C=C1)N1C(=NC2=CC=CC(=C2C1=O)Cl)C (2S,3S,4R,5S,6S)-2-(acetoxymethyl)-6-(4-(5-chloro-2-methyl-4-oxoquinazolin-3(4H)-yl)phenoxy)tetrahydro-2H-pyran